tris-hydroxymethylphosphonium OC[PH+](CO)CO